N-(Pyridin-3-ylmethyl)-6-{4-[1-(4,4,4-trifluorobutan-2-yl)piperidin-4-yl]-1,4-diazepan-1-yl}pyridine-2-carboxamide N1=CC(=CC=C1)CNC(=O)C1=NC(=CC=C1)N1CCN(CCC1)C1CCN(CC1)C(C)CC(F)(F)F